5-phenoxy-1,3-Dihydro-2H-benzo[d]imidazol-2-one O(C1=CC=CC=C1)C1=CC2=C(NC(N2)=O)C=C1